C(#N)C1=CC(=C(COC2=CC=CC(=N2)N2CCN(CC2)CC2=NC3=C(N2C[C@H]2S(CC2)(=O)=O)C=C(C=C3)C(=O)O)C=C1)F (S)-2-((4-(6-((4-cyano-2-fluorobenzyl)oxy)pyridin-2-yl)piperazin-1-yl)methyl)-1-((1,1-dioxidothietan-2-yl)methyl)-1H-benzo[d]imidazole-6-carboxylic acid